3-(4-(ethylsulfonyl)phenyl)propanoate C(C)S(=O)(=O)C1=CC=C(C=C1)CCC(=O)[O-]